ClC1=NC=CC(=C1)[C@@H]1OCC[C@@H](C1)C=1N=C(C=2N(C(C(=C(N2)C)C)=O)C1)C1=C(C=C(C=C1)F)F 7-((CIS)-2-(2-chloropyridin-4-yl)tetrahydro-2H-pyran-4-yl)-9-(2,4-difluorophenyl)-2,3-dimethyl-4H-pyrazino[1,2-a]pyrimidin-4-one